tert-butyl (3-(3-(4-aminophenyl)propanamido)phenyl)carbamate NC1=CC=C(C=C1)CCC(=O)NC=1C=C(C=CC1)NC(OC(C)(C)C)=O